C(C)(C)(C)C1=NN=C(O1)C(=O)N[C@@H]1C2=C(CN(CC1)CC)C=C(C=C2)C2=NC(=NC=C2)NC=2C=NN(C2)C (S)-5-(tert-butyl)-N-(2-ethyl-8-(2-((1-methyl-1H-pyrazol-4-yl)amino)pyrimidin-4-yl)-2,3,4,5-tetrahydro-1H-benzo[c]azepin-5-yl)-1,3,4-oxadiazole-2-carboxamide